Homogentisat C(CC=1C(O)=CC=C(O)C1)(=O)[O-]